C(C)OC1=CC(=C(C=C1)O)CC=C 4-ethoxy-2-(2-propen-1-yl)phenol